S(=O)(=O)([O-])[O-].[Zn+2].[Al+3].C(C)S(=O)(=O)CC1(CC1)OC1OCCCC1 2-(1-((ethylsulfonyl)methyl)cyclopropoxy)tetrahydro-2H-pyran aluminum-zinc sulfate